2-(2-amino-3-ethylsulfonyl-imidazo[1,2-a]pyridin-6-yl)-2-methyl-propanenitrile NC=1N=C2N(C=C(C=C2)C(C#N)(C)C)C1S(=O)(=O)CC